4-{[2-(3-azidoazetidin-1-yl)-2-oxoethyl]amino}-2-(2,6-dioxopiperidin-3-yl)-2,3-dihydro-1H-isoindole-1,3-dione N(=[N+]=[N-])C1CN(C1)C(CNC1=C2C(N(C(C2=CC=C1)=O)C1C(NC(CC1)=O)=O)=O)=O